C1(CCCC1)OC(=O)NCC1=C(N=NN1C)C1=CC=C(C(=N1)CC)O[C@@H]1C[C@H](CCC1)C(=O)O (1S,3S)-3-((6-(5-((((cyclopentyloxy)carbonyl)amino)methyl)-1-methyl-1H-1,2,3-triazol-4-yl)-2-ethylpyridin-3-yl)oxy)cyclohexane-1-carboxylic acid